OCC1=C(O)C=CC(=C1)C(C)(C)C1=CC=C(C=C1)O Hydroxymethyl-bisphenol A